4-chloro-10-(trifluoromethyl)benzo[g]quinazoline ClC1=NC=NC2=C(C3=C(C=C12)C=CC=C3)C(F)(F)F